2-amino-2-(tetrahydrofuran-3-yl)acetic acid NC(C(=O)O)C1COCC1